C1(CCCC1)N1N=C(N=C1C1=C(C=CC=C1)C(F)(F)F)C(=O)N[C@H](C(=O)N(C)CCOC)CCC1=CC=CC=C1 (2S)-2-({1-cyclopentyl-5-[2-(trifluoromethyl)phenyl]-1H-1,2,4-triazol-3-yl}formamido)-N-(2-methoxyethyl)-N-methyl-4-phenylbutanamide